BrC1=CC2=C(C=C1F)C1(CC1)CO2 6-Bromo-5-fluoro-2H-spiro[benzofuran-3,1'-cyclopropane]